4-(N-(4-chlorophenyl)carbamoyl)piperazine-1-carboxylic acid tert-butyl ester C(C)(C)(C)OC(=O)N1CCN(CC1)C(NC1=CC=C(C=C1)Cl)=O